(S)-(5-(2,4-difluorophenyl)-1,3,4-oxadiazol-2-yl)(4-(5-fluorobenzo[d]oxazol-2-yl)-6,7-dihydro-1H-imidazo[4,5-c]pyridin-5(4H)-yl)methanone FC1=C(C=CC(=C1)F)C1=NN=C(O1)C(=O)N1[C@@H](C2=C(CC1)NC=N2)C=2OC1=C(N2)C=C(C=C1)F